3-{2-[8-methyl-4-oxo-2-thieno[2,3-c]pyridin-5-yl-3-(2-trimethylsilanyl-ethoxymethyl)-3,4-dihydro-quinazolin-6-yloxy]ethyl}-piperidine-1-carboxylic acid tert-butyl ester C(C)(C)(C)OC(=O)N1CC(CCC1)CCOC=1C=C2C(N(C(=NC2=C(C1)C)C=1C=C2C(=CN1)SC=C2)COCC[Si](C)(C)C)=O